(S)-4-(1H-benzo[d]imidazol-6-yl)-5-(4-propoxyphenyl)morpholin-3-one N1C=NC2=C1C=C(C=C2)N2C(COC[C@@H]2C2=CC=C(C=C2)OCCC)=O